FC1(CCN(CC1)C=1C2=C(N=C(N1)N)NC=C2)F 4-(4,4-difluoropiperidin-1-yl)-7H-pyrrolo[2,3-d]pyrimidin-2-amine